9,9-dimethoxymethyl-fluorene COCC1(C2=CC=CC=C2C=2C=CC=CC12)COC